5-chloro-N-(4,4-difluorocyclohexyl)-6-methoxy-2-(4-methylthiazol-2-yl)pyrimidin-4-amine ClC=1C(=NC(=NC1OC)C=1SC=C(N1)C)NC1CCC(CC1)(F)F